2,4-dibromobenzoyl peroxide BrC1=C(C(=O)OOC(C2=C(C=C(C=C2)Br)Br)=O)C=CC(=C1)Br